1,2-benzisoxazol-6-one maleate C(\C=C/C(=O)O)(=O)O.O1NC=C2C1=CC(C=C2)=O